N6-methyl-N6-threonyl-carbamoyladenine CN(C1=C2NC=NC2=NC(=N1)C(N)=O)C([C@@H](N)[C@H](O)C)=O